C(C1=CC=CC=C1)OC(COC=1C=C(C(=O)O)C=CC1)=O 3-[2-(benzyloxy)-2-oxoethoxy]benzoic acid